NC1=CC2=C(N(N=C2C(=C1C(=O)C1=C(C=CC(=C1)F)Cl)Br)C)CCCO (5-amino-7-bromo-3-(3-hydroxypropyl)-2-methyl-2H-indazol-6-yl)(2-chloro-5-fluorophenyl)methanone